((1-(((R)-azetidin-2-yl)methyl)pyrrolidin-3-yl)methyl)-1-(3-(4-methoxyphenyl)-1,2,4-oxadiazol-5-yl)piperidine-4-carboxamide N1[C@H](CC1)CN1CC(CC1)CC1N(CCC(C1)C(=O)N)C1=NC(=NO1)C1=CC=C(C=C1)OC